COCCC=O 3-methoxy-1-oxopropan